ClC1=C(OCC2=NC=CC(=C2)OC2CCN(CC2)CC2=NC3=C(N2C[C@H](CCO)O)C=C(C=C3)C(=O)O)C=CC(=C1)Cl 2-{[4-({2-[(2,4-dichlorophenoxy)methyl]pyridin-4-yl}oxy)piperidin-1-yl]methyl}-1-[(2S)-2,4-dihydroxybutyl]-1H-1,3-benzodiazole-6-carboxylic acid